6-chloro-4-[4-hydroxy-4-[(1R)-1-[5-(trifluoromethoxy)-2-pyridyl]ethyl]-1-piperidyl]-1-methyl-2-oxo-quinoline-3-carboxamide ClC=1C=C2C(=C(C(N(C2=CC1)C)=O)C(=O)N)N1CCC(CC1)([C@H](C)C1=NC=C(C=C1)OC(F)(F)F)O